norbornyl acrylate 5-(2-formyl-1-ethylcyclopentyl)norbornyl-methacrylate C(=O)C1C(CCC1)(CC)C1C2CCC(C1)(C2)OC(C(=C)C)=O.C(C=C)(=O)OC21CCC(CC2)C1